N(N)C1=NC2=C(N1C)C=CC=C2 2-hydrazineyl-1-methyl-1H-benzo[d]imidazole